CC1=C(C=C(OCC(C)NC(OC(C)(C)C)=O)C=C1)C(NC1(CC1)C1=CC(=CC2=CC=CC=C12)C)=O tert-Butyl (1-(4-methyl-3-((1-(3-methylnaphthalen-1-yl)cyclopropyl)carbamoyl)phenoxy)propan-2-yl)carbamate